4'-(2-(2-(2-cyclopropylphenyl)pyrrolidin-1-yl)ethyl)-N-((3-nitro-4-(((tetrahydro-2H-pyran-4-yl)methyl)amino)phenyl)sulfonyl)-[1,1'-biphenyl]-4-carboxamide C1(CC1)C1=C(C=CC=C1)C1N(CCC1)CCC1=CC=C(C=C1)C1=CC=C(C=C1)C(=O)NS(=O)(=O)C1=CC(=C(C=C1)NCC1CCOCC1)[N+](=O)[O-]